2-(3-{2-[(4-methylbenzenesulfonyl)oxy]ethoxy}propoxy)acetic acid CC1=CC=C(C=C1)S(=O)(=O)OCCOCCCOCC(=O)O